(S)-4-((1-(4-chloro-8-(cyclopropylamino)-1-oxo-2-phenyl-1,2-dihydroisoquinolin-3-yl)ethyl)amino)pyrido[2,3-d]pyrimidin-5(8H)-one ClC1=C(N(C(C2=C(C=CC=C12)NC1CC1)=O)C1=CC=CC=C1)[C@H](C)NC=1C2=C(N=CN1)NC=CC2=O